FC1(CC(C1)C1(CC1)NC(C1=CN=CC(=C1N1CC2(CCCN2)CC1)C1=CC(=CC(=C1)F)F)=O)F N-[1-(3,3-difluorocyclobutyl)cyclopropyl]-4-(1,7-diaza-7-spiro[4.4]nonyl)-5-(3,5-difluorophenyl)nicotinamide